ClC1=CC=C(C=C1)C(CC1=CC=CC=C1)NC(=O)C=1C(NC(=CC1)C(F)(F)F)=O N-(1-(4-chlorophenyl)-2-phenylethyl)-2-oxo-6-(trifluoromethyl)-1,2-dihydropyridine-3-carboxamide